1-(5-chloro-3-methyl-pyridin-2-yl)-4-(4-fluoro-3-methylbenzyl)-3-(oxetan-3-yl)piperazine-2,5-dione ClC=1C=C(C(=NC1)N1C(C(N(C(C1)=O)CC1=CC(=C(C=C1)F)C)C1COC1)=O)C